ClC=1C=C(SC1Cl)S(=O)(=O)N1CCN(CC1)CCC (2S)-1-{4-[(4,5-dichlorothiophen-2-yl)sulfonyl]piperazin-1-yl}propan